(1R,3r,5S)-8-methyl-8-azabicyclo[3.2.1]octan-3-yl (R)-3-hydroxy-2-phenylpropanoate OC[C@H](C(=O)OC1C[C@H]2CC[C@@H](C1)N2C)C2=CC=CC=C2